C(C)(C)(C)C1=C(C(=CC=C1C)C(C)(C)C)O 2,6-di-tert-butyl-3-methylphenol